7-(4-cyano-3-fluorophenyl)-8-(3-hydroxy-4-methylphenyl)imidazo[1,2-c]pyrimidine C(#N)C1=C(C=C(C=C1)C1=C(C=2N(C=N1)C=CN2)C2=CC(=C(C=C2)C)O)F